ClC1=C(C=CC=C1)C1=C(C2=C(C=3C(=NN(C3C=C2)C2OCCCC2)F)CCC1)C1=CC=C(C=C1)N1CCC(CC1)C(OC)OC 7-(2-chlorophenyl)-6-(4-(4-(dimethoxymethyl)piperidine-1-yl)phenyl)-1-fluoro-3-(tetrahydro-2H-pyran-2-yl)-3,8,9,10-tetrahydrocyclohepta[e]indazole